eicosanoylaminocholanic acid C(CCCCCCCCCCCCCCCCCCC)(=O)NC(C(=O)O)C[C@@H](C)[C@H]1CC[C@H]2[C@@H]3CCC4CCCC[C@]4(C)[C@H]3CC[C@]12C